2-((4-(4-chloro-2-(4-chloro-2-fluorophenyl)-2H-chromene-8-yl)piperidin-1-yl)methyl)-3-(((S)-Oxetan-2-yl)methyl)-3H-imidazo[4,5-b]pyridine-5-carboxylic acid ClC1=CC(OC2=C(C=CC=C12)C1CCN(CC1)CC1=NC=2C(=NC(=CC2)C(=O)O)N1C[C@H]1OCC1)C1=C(C=C(C=C1)Cl)F